(2R)-2-amino-2-(3-bromophenyl)ethanol hydrochloride Cl.N[C@@H](CO)C1=CC(=CC=C1)Br